C(=O)(O)C(COCCC1=CC=C(C=C1)OCC)N1CCN(CCN(CCN(CC1)CC(=O)[O-])CC(=O)[O-])CC(=O)[O-] 2,2',2''-(10-{1-carboxy-2-[2-(4-ethoxyphenyl)ethoxy]ethyl}-1,4,7,10-tetraazacyclododecane-1,4,7-triyl)triacetate